CN(S(=O)(=O)C)C1=C(C(=O)NC2=CC=C(C=C2)S(=O)(=O)N2CCNCC2)C=CC=C1 2-(N-methylmethylsulfonamido)-N-(4-(piperazin-1-ylsulfonyl)phenyl)benzamide